1,3-difluoro-5-isothiocyanatobenzene FC1=CC(=CC(=C1)N=C=S)F